C(C)C1=CC2=C(C3=CC=CC=C3C=C2C=C1)OC(=O)C1C(CCCC1)C(=O)O 2-ethyl-9-(2-carboxycyclohexyl)carbonyloxyanthracene